OCN1C(CCC1)=O N-hydroxymethyl-pyrrolidone